ethyl 2-cyclopropyl-5-[3-(3,5-dimethylisoxazol-4-yl)pyrazolo[1,5-a]pyridin-5-yl]furan-3-carboxylate C1(CC1)C=1OC(=CC1C(=O)OCC)C1=CC=2N(C=C1)N=CC2C=2C(=NOC2C)C